O[C@H]1[C@H](CCC1)NCC1=CC(=C2CN(C(C2=C1)=O)C=1C=C(C=CC1)C1=C(C=CC=C1)C1=NN=CN1C)C(F)(F)F 6-((((1S,2R)-2-Hydroxycyclopentyl)amino)methyl)-2-(2'-(4-methyl-4H-1,2,4-triazol-3-yl)-[1,1'-biphenyl]-3-yl)-4-(trifluoromethyl)isoindolin-1-one